FC=1C(=NC2=CC=CC=C2C1CC1=CC=NC2=CC=C(N=C12)OCCOC)C(=O)O 3-fluoro-4-[[6-(2-methoxyethoxy)-1,5-naphthyridin-4-yl]methyl]quinolinecarboxylic acid